t-butoxybenzyl-trimethoxysilane C(C)(C)(C)OCO[Si](OC)(OC)CC1=CC=CC=C1